benzyl N-[11-[4-(hydroxymethyl)phenoxy]undecyl]carbamate OCC1=CC=C(OCCCCCCCCCCCNC(OCC2=CC=CC=C2)=O)C=C1